BrC=1C(=C2CCNC(C2=CC1)=O)F 6-bromo-5-fluoro-3,4-dihydroisoquinolin-1(2H)-one